CC1=C(C=C(C(=C1)C1=CC=CC=C1)C)C1=C(C(=CC=C1)C(=O)O)C(=O)O 2',5'-dimethyl-p-terphenyldicarboxylic acid